3-((4-(3-(2-methoxyethoxy)-4-methylphenyl)piperazin-1-yl)methyl)piperidine COCCOC=1C=C(C=CC1C)N1CCN(CC1)CC1CNCCC1